3-[(Dimethylamino)methyl]-N-{2-[4-(hydroxycarbamoyl)phenoxy]ethyl}-1-benzofuran-2-carboxamide-d tert-butyl-(2-((3-aminocyclohexyl)amino)ethyl)carbamate C(C)(C)(C)N(C(O)=O)CCNC1CC(CCC1)N.CN(C)CC1=C(OC2=C1C=CC=C2)C(=O)N([2H])CCOC2=CC=C(C=C2)C(NO)=O